β-Alanine methyl ester hydrochloride Cl.COC(CCN)=O